hydroxy-2-naphthalate OC1=C(C=CC2=CC=CC=C12)C(=O)[O-]